2'-deoxyadenosine triphosphate P(O)(=O)(OP(=O)(O)OP(=O)(O)O)OC[C@@H]1[C@H](C[C@@H](O1)N1C=NC=2C(N)=NC=NC12)O